CC1=C(C(=O)CO1)O The molecule is a member of the class of furans that is 5-methyl-2,3-dihydrofuran with a hydroxy group at position 4 and a keto group at position 3. It has a role as a metabolite. It is a member of furans, an enol and a cyclic ketone. It derives from a 5-methyl-2,3-dihydrofuran.